C=1(C(=CC=CC1)S(=O)(=O)ONC1=NC(=NC(=N1)NC1=CC=CC=C1)NC1=CC=CC=C1)C=CC=1C(=CC=CC1)S(=O)(=O)ONC1=NC(=NC(=N1)NC1=CC=CC=C1)NC1=CC=CC=C1 bis-(2,4-dianilino-s-triazin-6-ylamino) stilbene-2,2'-disulphonate